C(C1=CC=CC=C1)N(C1CCC(CC1)=O)CC1=CC=CC=C1 4-(dibenzylamino)cyclohexane-1-one